CC1=NC2=CC(=CC(=C2C=C1)C1(CC1)N)C=1C=NN(C1)C 1-(2-methyl-7-(1-methyl-1H-pyrazol-4-yl)quinolin-5-yl)cyclopropan-1-amine